C1=NC=C(C2=CC=CC=C12)SC=1C=2N(C(=NC1)N1CCC3(CCC[C@H]3N)CC1)C=CN2 (R)-8-(8-(isoquinolin-4-ylthio)imidazo[1,2-c]pyrimidin-5-yl)-8-azaspiro[4.5]decan-1-amine